CN1C(N(C(C2=C1OC(C(=C2)NC(C2=CC=C(C=C2)F)=O)=O)=O)C)=O N-(1,3-dimethyl-2,4,7-trioxopyrano[2,3-d]pyrimidin-6-yl)-4-fluorobenzamide